C1(=CC=CC=C1)N1C2=CC=CC=C2C=2C=C(C=CC12)C1=C2C=CC=CC2=C(C2=CC=CC=C12)C=O 10-(9-phenyl-9H-carbazol-3-yl)anthracene-9-carbaldehyde